C(C)(=O)O/N=C(\C1=CC(=CC=C1)CC(NS(=O)(=O)C1=CC(=CC=C1)NC(COC)=O)C=1SC2=C(N1)C=CC=C2)/N [(E)-[amino-[3-[2-(1,3-benzothiazol-2-yl)-2-[[3-[(2-methoxyacetyl)amino]phenyl] sulfonylamino] ethyl] phenyl] methylene]amino] acetate